N-(methyl-d3)-N-(2-nitrophenyl)methanesulfonamide C(N(S(=O)(=O)C)C1=C(C=CC=C1)[N+](=O)[O-])([2H])([2H])[2H]